CON(C(=O)C1CN(C(C1)=O)CC1=CC=C(C=C1)OC)C N-methoxy-1-(4-methoxybenzyl)-N-methyl-5-oxopyrrolidine-3-carboxamide